N-({4-[6-(dimethylamino)pyridine-3-sulfonyl]phenyl}methyl)thieno[2,3-c]pyridine-2-carboxamide CN(C1=CC=C(C=N1)S(=O)(=O)C1=CC=C(C=C1)CNC(=O)C1=CC=2C(=CN=CC2)S1)C